N=1N(N=C2C1C=CC=C2)C=2C=C(C=C(C2O)C(C)(C)C)C(C(=O)O)C 3-(2H-benzotriazole-2-yl)-5-(1,1-dimethylethyl)-4-hydroxyphenylpropionic acid